1,5-diallyl-2,4-difluoro-3-iodobenzene C(C=C)C1=C(C(=C(C(=C1)CC=C)F)I)F